BrC1=CC(=C(C(=O)O)C=C1)C1(CCCCC1)C(=O)O 4-Bromo-2-(1-carboxycyclohexyl)benzoic acid